4-(3-chloro-4-methoxybenzylamino)-5-ethoxycarbonyl-2-methylsulfinylpyrimidine ClC=1C=C(CNC2=NC(=NC=C2C(=O)OCC)S(=O)C)C=CC1OC